7-(5-fluoro-2-(((3S,4R)-3-hydroxytetrahydro-2H-pyran-4-yl)amino)pyrimidin-4-yl)-2-(((3S,4S)-3-fluoro-4-hydroxypyrrolidin-1-yl)methyl)-1-isopropylquinolin-4(1H)-one FC=1C(=NC(=NC1)N[C@H]1[C@@H](COCC1)O)C1=CC=C2C(C=C(N(C2=C1)C(C)C)CN1C[C@@H]([C@H](C1)O)F)=O